The molecule is a monocarboxylic acid amide resulting from the formal condensation of the carboxy group of 4-{[5-chloro-4-(methylamino)pyrimidin-2-yl]amino}-3-methoxybenzoic acid with the amino group of morpholine. It is an inhibitor of leucine-rich repeat kinase 2 (LRRK2). It has a role as an EC 2.7.11.1 (non-specific serine/threonine protein kinase) inhibitor. It is an aminopyrimidine, a member of morpholines, a monocarboxylic acid amide, an organochlorine compound, a secondary amino compound and an aromatic ether. CNC1=NC(=NC=C1Cl)NC2=C(C=C(C=C2)C(=O)N3CCOCC3)OC